7-cyclopropyl-2-(phenylmethoxymethyl)-3,5-dihydroimidazo[4,5-c]pyridin-4-one C1(CC1)C=1C2=C(C(NC1)=O)NC(=N2)COCC2=CC=CC=C2